ClC1=NC(=C(C#N)C(=C1)C)NC 6-chloro-4-methyl-2-(methylamino)nicotinonitrile